C(#N)C1(CC1)NS(=O)(=O)C=1C=C(C2=C(N(C=3N2C=CN3)C=3SC(=NN3)C(F)F)C1)N1CCN(CC1)C(=O)N(C)CC(F)F 4-(7-(N-(1-cyanocyclopropyl)sulfamoyl)-9-(5-(difluoromethyl)-1,3,4-thiadiazol-2-yl)-9H-benzo[d]imidazo[1,2-a]imidazol-5-yl)-N-(2,2-difluoroethyl)-N-methylpiperazine-1-carboxamide